CN1C(C=CC2=CC=CC=C12)=O 1-methylquinolin-2(1H)-one